1-(3-fluoro-5-methylpyridin-2-yl)-3-(oxetan-3-yl)-4-(4-(trifluoromethyl)benzyl)piperazine-2,5-dione methyl-(1r,4r)-4-(5-bromo-6-methoxy-2H-indazol-2-yl)cyclohexane-1-carboxylate COC(=O)C1CCC(CC1)N1N=C2C=C(C(=CC2=C1)Br)OC.FC=1C(=NC=C(C1)C)N1C(C(N(C(C1)=O)CC1=CC=C(C=C1)C(F)(F)F)C1COC1)=O